N-(3-(3'-chloro-6-methoxy-5-((methyl((5-oxopyrrolidin-2-yl)methyl)amino)methyl)-[2,4'-bipyridin]-2'-yl)-2-methylphenyl)-5-((3-hydroxyazetidin-1-yl)methyl)picolinamide ClC=1C(=NC=CC1C1=NC(=C(C=C1)CN(CC1NC(CC1)=O)C)OC)C=1C(=C(C=CC1)NC(C1=NC=C(C=C1)CN1CC(C1)O)=O)C